FC1(OC2=C(O1)C=CC(=C2)C2(CC2)C(=O)NC2=CC=C(C(=N2)C=2C=C(C=CC2)C(NCCOCCOCCOCCNC(OC(C)(C)C)=O)=O)C)F tert-butyl (1-(3-(6-(1-(2,2-difluorobenzo[d][1,3]dioxol-5-yl)cyclopropane-1-carboxamido)-3-methylpyridin-2-yl)phenyl)-1-oxo-5,8,11-trioxa-2-azatridecan-13-yl)carbamate